Iron (3+) Ammonium [NH4+].[Fe+3]